COC(=O)C1CCN(CC1)CCF 1-(2-fluoroethyl)piperidine-4-carboxylic acid methyl ester